NO.[N+](=O)([O-])NC1=NNC(=N1)N[N+](=O)[O-] 3,5-dinitroamino-1,2,4-triazole hydroxylamine salt